4-(4-(methoxycarbonyl)-2-methylpiperidin-1-yl)-4-oxobutanoic acid COC(=O)C1CC(N(CC1)C(CCC(=O)O)=O)C